CC(=O)OC[C@@H](C(=O)[O-])[NH3+] The molecule is an amino acid zwitterion arising from transfer of a proton from the carboxy to the amino group of O-acetyl-L-serine; major species at pH 7.3. It is a tautomer of an O-acetyl-L-serine.